(R and S)-5-chloro-6-(1-(tetrahydrofuran-3-yl)piperidin-4-yl)-1H-indazole ClC=1C=C2C=NNC2=CC1C1CCN(CC1)[C@H]1COCC1 |r|